C=1(C(=CC=CC1)C(=O)SC1=CC=CC=C1)C phenyl (2-toluoyl) sulfide